(3R,8R,9aS)-8-(2,3-dichloro-6-methoxyphenyl)-3-(hydroxymethyl)-hexahydro-2H-pyrido[1,2-a]pyrazine-1,4-dione ClC1=C(C(=CC=C1Cl)OC)[C@H]1C[C@@H]2N(C([C@H](NC2=O)CO)=O)CC1